D-altro-3-heptulose OC[C@@H](O)C(=O)[C@H](O)[C@H](O)[C@H](O)CO